(12aR)-7-Hydroxy-12-[(10S)-6,7-difluoro-5,10-dihydrothieno[3,2-c][2]benzothiepin-10-yl]-3,4,12,12a-tetrahydro-1H-[1,4]oxazino[3,4-c]pyrido[2,1-f][1,2,4]triazin-6,8-dion OC=1C(C=CN2N([C@H]3N(C(C21)=O)CCOC3)[C@@H]3C2=C(SCC1=C3C=CC(=C1F)F)C=CS2)=O